COC(C(C1=CC=CC=C1)N(CCC)[C@@H]1CC2=CC=CC(=C2CC1)OC)=O 2-(((S)-5-methoxy-1,2,3,4-tetrahydronaphthalen-2-yl)(n-propyl)amino)-2-phenylacetic acid methyl ester